N-(5-hydroxy-2,3-dihydrobenzofuran-3-yl)acrylamide tert-butyl-(2-(4,5-dibromo-2H-1,2,3-triazol-2-yl)ethyl)carbamate C(C)(C)(C)N(C(O)=O)CCN1N=C(C(=N1)Br)Br.OC=1C=CC2=C(C(CO2)NC(C=C)=O)C1